(R)-2-ethyl-4-(5-hydroxy-6-methoxybenzo[b]thiophen-2-yl)-4-oxobutanoic acid C(C)[C@@H](C(=O)O)CC(=O)C1=CC2=C(S1)C=C(C(=C2)O)OC